2-(6-methylpyridin-2-yl)-8-(1H-pyrazolo[3,4-b]pyridin-4-yl)-5,6,7,8-tetrahydropyrido[2,3-d]pyrimidine CC1=CC=CC(=N1)C=1N=CC2=C(N1)N(CCC2)C2=C1C(=NC=C2)NN=C1